rac-1-(1-cyclopropyl-1H-pyrazol-4-yl)-4-(2,3-dichloro-6-hydroxyphenyl)pyrrolidine-2-thione C1(CC1)N1N=CC(=C1)N1C(C[C@@H](C1)C1=C(C(=CC=C1O)Cl)Cl)=S |r|